C12C#CCCCCC2C1 bicyclo[6.1.0]nonanyne